OC1CCC(CC1)C(C)(C)C1CCC(CC1)O 2,2-bis-(4-hydroxycyclohexyl)-propane